NC1=NC(=C(C=2N1C(N(N2)CC=2N=NNC2C)=O)C2=CC(=NC(=C2)C)C)C2=CC=CC=C2 5-amino-8-(2,6-dimethyl-4-pyridinyl)-2-[(5-methyl-1H-triazol-4-yl)methyl]-7-phenyl-[1,2,4]triazolo[4,3-c]pyrimidin-3-one